F[C@@H]1[C@@H](C1)NC(C1=CC=CC=C1OC)=O N-[(1R,2S)-2-fluorocyclopropyl]-6-methoxy-benzamide